N-{[4-(4-methyl-1,2,5-thiadiazol-3-yl)-2,5-dioxoimidazolidin-4-yl]methyl}-4'-(trifluoromethyl)[biphenyl]-2-carboxamide CC=1C(=NSN1)C1(NC(NC1=O)=O)CNC(=O)C=1C(=CC=CC1)C1=CC=C(C=C1)C(F)(F)F